ferrocyanide oxide [Fe-4](C#N)(C#N)(C#N)(C#N)(C#N)(C#N)=O